1-bromo-2-methylsulfonyl-ethane BrCCS(=O)(=O)C